CN1C=2N(CC[C@@H](C1=O)NC(=O)C1=NN3C(C=CC=C3C=3C=NN(C3)C)=N1)N=CC2 N-[(6S)-4-Methyl-5-oxo-7,8-dihydro-6H-pyrazolo[1,5-a][1,3]diazepin-6-yl]-5-(1-methylpyrazol-4-yl)-[1,2,4]triazolo[1,5-a]pyridin-2-carboxamid